2-((2-(trimethylsilyl)ethoxy)methyl)-2,7,8,9-tetrahydro-3H-pyrido[4,3,2-de]phthalazin-3-one C[Si](CCOCN1C(C=2C=CC=C3C2C(=N1)CCN3)=O)(C)C